C(C)(C)(C)OC(=O)N(C(OC(C)(C)C)=O)CC(CCCOCC#C)(F)F Tert-butyl N-tert-butoxycarbonyl-N-(2,2-difluoro-5-prop-2-ynoxy-pentyl)carbamate